3-(3-((6-(pyridin-3-ylmethoxy)pyridin-3-yl)methyl)isoxazol-5-yl)pyridin-2-amine N1=CC(=CC=C1)COC1=CC=C(C=N1)CC1=NOC(=C1)C=1C(=NC=CC1)N